ClC1=CC=C(C=C1)C=1C=C(C(N(N1)C=1C=NC=NC1)=O)C(=O)N[C@@H](CO)C 6-(4-chlorophenyl)-N-[(2R)-1-hydroxyprop-2-yl]-3-oxo-2-(pyrimidin-5-yl)-2,3-dihydropyridazine-4-carboxamide